5-fluoro-2-[(4-methoxyphenyl)methylsulfanyl]benzoic acid FC=1C=CC(=C(C(=O)O)C1)SCC1=CC=C(C=C1)OC